2-(2-(difluoromethyl)-5-methoxypyridin-4-yl)-4-(4-methyl-2-oxopiperazin-1-yl)benzoic acid FC(C1=NC=C(C(=C1)C1=C(C(=O)O)C=CC(=C1)N1C(CN(CC1)C)=O)OC)F